N-(3,3-difluorocyclobutyl)-5-fluoro-N-isopropylbenzamide FC1(CC(C1)N(C(C1=CC=CC(=C1)F)=O)C(C)C)F